7-amino-2-methyl-5-(5-methylfuran-2-yl)-[1,2,4]triazolo[1,5-c]pyrimidine-8-carbonitrile NC1=C(C=2N(C(=N1)C=1OC(=CC1)C)N=C(N2)C)C#N